N-(1-(3-cyano-1-methyl-1H-indazol-6-yl)ethylidene)-2-methylpropane-2-sulfinamide C(#N)C1=NN(C2=CC(=CC=C12)C(C)=NS(=O)C(C)(C)C)C